2,4-dihydroxy-5-nitro-benzaldehyde OC1=C(C=O)C=C(C(=C1)O)[N+](=O)[O-]